N-(6-chloro-1-cyclobutyl-1H-benzo[d]imidazol-2-yl)-3,3-dimethylbutanamide ClC=1C=CC2=C(N(C(=N2)NC(CC(C)(C)C)=O)C2CCC2)C1